N-(4-aminophenylethyl)-2-chloro-7-(trifluoromethoxy)quinolin-4-amine NC1=CC=C(C=C1)CCNC1=CC(=NC2=CC(=CC=C12)OC(F)(F)F)Cl